NCC[Si](C)(C)OCC 2-aminoethyl-(ethoxydimethylsilane)